3-methyl-N-(1-methyl-3-(trifluoromethyl)-1H-pyrazol-5-yl)benzamide CC=1C=C(C(=O)NC2=CC(=NN2C)C(F)(F)F)C=CC1